N,N-dipropylethylenediamine C(CC)N(CCN)CCC